C12(C(C3CC(CC(C1)C3)C2)N)N tricyclo[3.3.1.13,7]decane-1,2-diamine